4'-((6-butyl-5-((2-fluorophenyl)(methyl)amino)-2,4-dihydroxypyridin-3-yl)sulfonyl)-N-methyl-[1,1'-biphenyl]-2-carboxamide C(CCC)C1=C(C(=C(C(=N1)O)S(=O)(=O)C1=CC=C(C=C1)C=1C(=CC=CC1)C(=O)NC)O)N(C)C1=C(C=CC=C1)F